OC1=CC=C(C(=O)OC2=CC=C(C=C2)CO[Si](C2=CC=CC=C2)(C2=CC=CC=C2)C(C)(C)C)C=C1 4-[[(tert-butyldiphenylsilyl)oxy]methyl]phenyl 4-hydroxybenzoate